N1CC(C1)=N azetidin-3-imine